5-((8-benzhydryl-2,8-diazaspiro[4.5]decan-2-yl)methyl)-2-(2,6-dioxopiperidin-3-yl)isoindoline-1,3-dione C(C1=CC=CC=C1)(C1=CC=CC=C1)N1CCC2(CCN(C2)CC=2C=C3C(N(C(C3=CC2)=O)C2C(NC(CC2)=O)=O)=O)CC1